racemic-7-ethynyl-6,7-dihydro-5H-cyclopenta[b]pyridin-7-ol C(#C)[C@@]1(CCC=2C1=NC=CC2)O |r|